(2-butyl-octyl)-5-methyl-2-furoate C(CCC)C(COC(=O)C=1OC(=CC1)C)CCCCCC